C(C)(C)C1=C(C(=CC=C1)C(C)C)NC=1C(=C(C=CC1[N+](=O)[O-])C1=C(C=CC2=CC=CC=C12)O)F (3-((2,6-diisopropylphenyl)amino)-2-fluoro-4-nitrophenyl)naphthalene-2-ol